ethyl (E)-1,3-diphenyl-5-styryl-1H-pyrazole-4-carboxylate C1(=CC=CC=C1)N1N=C(C(=C1\C=C\C1=CC=CC=C1)C(=O)OCC)C1=CC=CC=C1